COC1=C(N)C=CC(=C1)N1CCN(CC1)C1CCN(CC1)C 2-methoxy-4-(4-(1-methylpiperidin-4-yl)piperazin-1-yl)aniline